(Z)-N-(3-(dimethylamino)-2-(trifluoromethyl)allylidene)-N-methyl-ammonium CN(C=C(\C=[NH+]/C)C(F)(F)F)C